OC(C(=O)NC1=C(C(=O)N)C=CC=C1)(C)C 2-[(2-hydroxy-2-methyl-propanoyl)amino]benzamide